difluoromalonate FC(C(=O)[O-])(C(=O)[O-])F